2-[4-[4-(2,6-dioxo-3-piperidyl)-2-fluoro-phenyl]-1-piperidyl]acetic acid HCl salt Cl.O=C1NC(CCC1C1=CC(=C(C=C1)C1CCN(CC1)CC(=O)O)F)=O